NC1=C(C=2N(C(N(CC2C=N1)C1=C(C(=CC(=C1F)OC)OC)F)=O)C)C 7-amino-3-(2,6-difluoro-3,5-dimethoxyphenyl)-1,8-dimethyl-3,4-dihydropyrido[4,3-d]pyrimidin-2(1H)-one